COC(C(=O)NCC(=O)O)=O 2-(2-methoxy-2-oxoacetamido)ACETIC ACID